C(C1=CC=CC=C1)OC([C@H](C(C)C)N(C(=O)N1CCCOC12CN(C2)C(=O)OC(C)(C)C)C)=O tert-butyl (S)-9-((1-(benzyloxy)-3-methyl-1-oxobutan-2-yl)(methyl)carbamoyl)-5-oxa-2,9-diazaspiro[3.5]nonane-2-carboxylate